C1(CC1)S(=O)(=O)N1N=CC(=C1)C1=NC=CC(=N1)NC1=CC(=C(C=N1)C#CC1CS(CC1)(=O)=O)NC1CCC(CC1)CO 3-((6-((2-(1-(Cyclopropylsulfonyl)-1H-pyrazol-4-yl)pyrimidin-4-yl)amino)-4-(((1s,4s)-4-(hydroxymethyl)cyclohexyl)amino)pyridin-3-yl)ethynyl)tetrahydrothiophene 1,1-dioxide